C(C1=CC=CC=C1)(=O)SC[C@H](C(=O)O)C (S)-3-(benzoylthio)-2-methylpropanoic acid